FC(C(C(F)(F)F)(O)C1=CC=C(C=C1)C1=CC=C(C=C1)CN1[C@@H](CN(CC1)CC1=CC=NC=C1)CC(=O)OC(C)C)(F)F isopropyl (R)-2-(1-((4'-(1,1,1,3,3,3-hexafluoro-2-hydroxy propan-2-yl)-[1,1'-biphenyl]-4-yl)methyl)-4-(pyridin-4-ylmethyl)piperazin-2-yl)acetate